(2S,4R)-1-[(2S)-2-[4-[2-(3,3-dimethylazepan-1-yl)ethyl]triazol-1-yl]-3,3-dimethyl-butanoyl]-4-hydroxy-N-methyl-pyrrolidine-2-carboxamide CC1(CN(CCCC1)CCC=1N=NN(C1)[C@H](C(=O)N1[C@@H](C[C@H](C1)O)C(=O)NC)C(C)(C)C)C